phenyl-9-[4-(10-phenyl-9-anthryl)phenyl]-2,3'-bi-9H-carbazole C1(=CC=CC=C1)C1=C(C=CC=2C3=CC=CC=C3N(C12)C1=CC=C(C=C1)C=1C2=CC=CC=C2C(=C2C=CC=CC12)C1=CC=CC=C1)C=1C=CC=2NC3=CC=CC=C3C2C1